2-[[(2S,3R,4S,5R)-3-(3,4-difluoro-2-methoxy-phenyl)-4,5-dimethyl-5-(trifluoromethyl)tetrahydrofuran-2-carbonyl]amino]pyridine-4-carboxamide FC=1C(=C(C=CC1F)[C@@H]1[C@H](O[C@]([C@H]1C)(C(F)(F)F)C)C(=O)NC1=NC=CC(=C1)C(=O)N)OC